C1(=CC=CC=C1)C(C(=O)O)=C 2-phenylacrylic acid